ClC=1C(=C(C(=CC1)F)C=1C(N(N=C(C1O)C)C)=O)C#CC1=CC=CC=C1 4-[3-chloro-6-fluoro-2-(2-phenylethynyl)phenyl]-5-hydroxy-2,6-dimethyl-pyridazin-3-one